C(#N)C1=CC=C2C=C(N(C2=C1)CC=1C=C(C=CC1)NC(CCNC(OC(C)(C)C)=O)=O)C(NC1CCC(CC1)(F)F)=O tert-Butyl (3-((3-((6-cyano-2-((4,4-difluorocyclohexyl)carbamoyl)-1H-indol-1-yl)-methyl)phenyl)amino)-3-oxopropyl)carbamate